C1(=CC=CC=C1)P(=O)(C1=CC=CC=C1)C1=CC=CC2=C1OC1=C2C=CC=C1P(=O)(C1=CC=CC=C1)C1=CC=CC=C1 4,6-bis(diphenylphosphoryl)dibenzofuran